5-nitro-N-[4-(4-pyridyl)phenyl]-1-isoquinolinamine [N+](=O)([O-])C1=C2C=CN=C(C2=CC=C1)NC1=CC=C(C=C1)C1=CC=NC=C1